CC(C)(C)OC(=O)N1CC2=CC=C(C=C2CC1)N 6-amino-1,2,3,4-tetrahydroisoquinoline-2-carboxylic acid-2-methylpropan-2-yl ester